5'-(4-monomethoxytritylamino)-2'-fluoro-2',5'-dideoxyuridine 3'-phosphoramidite P(O)(N)O[C@H]1[C@H]([C@@H](O[C@@H]1CNC(C1=CC=C(C=C1)OC)(C1=CC=CC=C1)C1=CC=CC=C1)N1C(=O)NC(=O)C=C1)F